N,N-dimethyl-BETA-alanine CN(CCC(=O)O)C